N-(1-((6-(Azetidin-1-yl)-5-fluoropyridin-3-yl)methyl)-1H-pyrazol-4-yl)-6-(3-chloro-6-(difluoromethyl)-2-fluorophenyl)pyrazine-2-carboxamide N1(CCC1)C1=C(C=C(C=N1)CN1N=CC(=C1)NC(=O)C1=NC(=CN=C1)C1=C(C(=CC=C1C(F)F)Cl)F)F